CC(C(=O)O)(C)OC1=CC=C(C=C1)CCC(NC1=CC=C(C=C1)C=C)=O 2-methyl-2-(4-(3-oxo-3-((4-vinylphenyl)amino)propyl)phenoxy)propanoic acid